C1=CC=C(C=C1)C2=C3C=CC(=C(C4=NC(=C(C5=CC=C(N5)C(=C6C=CC2=N6)C7=CC=CC=C7)C8=CC=CC=C8)C=C4)C9=CC=CC=C9)N3 meso-tetraphenylporphine